NC=1C=NN(C1)C1CCN(CC1)C(=O)C1(CC1)C (4-(4-Amino-1H-pyrazol-1-yl)piperidin-1-yl)(1-methylcyclopropyl)methanone